CC(=C=CCC(CC)=O)CCCC(CCCC(C)C)C 7,11,15-trimethylhexadeca-5,6-dien-3-one